NC1=CC(=NO1)C1(CCN(CC1)C(=O)C1=CC=C(C=C1)OC(F)(F)F)F (4-(5-aminoisoxazol-3-yl)-4-fluoropiperidin-1-yl)(4-(trifluoromethoxy)phenyl)methanone